1-methyl-3-[3-methyl-2-oxo-4-[1-(4-piperidylmethyl)-4-piperidyl]benzimidazol-1-yl]piperidine CN1CC(CCC1)N1C(N(C2=C1C=CC=C2C2CCN(CC2)CC2CCNCC2)C)=O